C(#N)CN=O cyano(nitroso)methane